7-oxo-7H-benzimidazo[2,1-a]benz[de]isoquinoline-3,4-dicarboxylic acid O=C1N2C(C=3C=CC(=C4C3C1=CC=C4C(=O)O)C(=O)O)=NC4=C2C=CC=C4